nonafluorohexyldimethyl-(dimethylamine) FC(C(C(F)(F)CC(NC)C)(F)F)(CCC(F)(F)F)F